methylphenyl-pyrene CC1=C(C2=CC=C3C=CC=C4C=CC(=C1)C2=C43)C4=CC=CC=C4